C(C)(C)(C)OC([C@H](CC1=CC=CC=C1)N1C(C(N(CC1)C1=C(C=CC(=C1)Cl)[N+](=O)[O-])=O)=O)=O (S)-2-(4-(5-chloro-2-nitrophenyl)-2,3-dioxopiperazin-1-yl)-3-phenylpropionic acid tert-butyl ester